(6R)-3,3-difluoro-6-[(1R,3aS,7aR,E)-4-{2-[5-(2-chlorophenyl)-2H-tetrazol-2-yl]ethylidene}-7a-methyloctahydro-1H-inden-1-yl]-2-methylheptan-2-ol FC(C(C)(O)C)(CC[C@@H](C)[C@H]1CC[C@H]2/C(/CCC[C@]12C)=C/CN1N=C(N=N1)C1=C(C=CC=C1)Cl)F